COC1=CC=C(CN(C2=NC(=C(C=O)C(=C2)Br)C)CC2=CC=C(C=C2)OC)C=C1 6-(bis(4-methoxybenzyl)amino)-4-bromo-2-methylnicotinaldehyde